ClC=1C=C(OC=2N=NC(=CC2C(=O)N[C@H](CC2=C(C=C(C=C2)C)C)CON2C(C3=CC=CC=C3C2=O)=O)C)C=CC1 |r| 3-(3-chlorophenoxy)-N-{(2RS)-1-(2,4-dimethylphenyl)-3-[(1,3-dioxo-1,3-dihydro-2H-isoindol-2-yl)oxy]propan-2-yl}-6-methylpyridazine-4-carboxamide